C(C)(C)(C)OC(=O)N[C@H]1CN(CC[C@@H]2N(C1=O)[C@@H](CC2)C(N(C2=CC=CC=C2)C)=O)C(=O)OCC2=CC=CC=C2 Benzyl (5S,8S,10aR)-5-{[(tert-butoxy)carbonyl]amino}-8-[methyl(phenyl)carbamoyl]-6-oxo-decahydropyrrolo[1,2-a][1,5]diazocine-3-carboxylate